t-butyl peroxymalate C(C(O)CC(=O)[O-])(=O)OOC(C)(C)C